N(=[N+]=[N-])C(CC[C@@H](N)C(=O)O)N 5-Azido-D-Ornithin